N-(2-(2-oxa-6-azaspiro[3.3]heptan-6-yl)ethyl)-2-(4-(methylcarbamoyl)phenyl)benzo[d]imidazo[2,1-b]thiazole-7-carboxamide formate C(=O)O.C1OCC12CN(C2)CCNC(=O)C2=CC1=C(N3C(S1)=NC(=C3)C3=CC=C(C=C3)C(NC)=O)C=C2